C1(=CC=CC=C1)C=1C=2N(C3=CC=C(C=C3N1)C(=O)N1CCCCC1)C=CN2 (4-phenylimidazo[1,2-a]quinoxaline-7-yl)(piperidin-1-yl)methanone